N-[(S)-{5-[4-(3,3-difluoroazetidine-1-carbonyl)-2-methylpyrimidin-5-yl]-4-fluoro-1H-benzimidazol-2-yl}(4-methylcyclohexyl)methyl]-2-methylpyrazole-3-carboxamide FC1(CN(C1)C(=O)C1=NC(=NC=C1C1=C(C2=C(NC(=N2)[C@@H](NC(=O)C=2N(N=CC2)C)C2CCC(CC2)C)C=C1)F)C)F